N1C=NC2=C1C=C(C=C2)C2=NOC(=N2)C2=CC1=C(N(N=N1)CC(C)(O)C)C=C2 1-{5-[3-(1H-1,3-benzodiazol-6-yl)-1,2,4-oxadiazol-5-yl]-1H-1,2,3-benzotriazol-1-yl}-2-methylpropan-2-ol